COC1=CC=C(C=C1)C(OC[C@]12O[C@H]([C@H](N(C1)C1=NC=NC=C1)[C@@H]2O)N2C(N=C(C(=C2)C)NC(C2=CC=CC=C2)=O)=O)(C2=CC=CC=C2)C2=CC=C(C=C2)OC N-[1-[(1R,3R,4R,7S)-1-[[bis(4-methoxyphenyl)-phenyl-methoxy]methyl]-7-hydroxy-5-pyrimidin-4-yl-2-oxa-5-azabicyclo[2.2.1]heptan-3-yl]-5-methyl-2-oxo-pyrimidin-4-yl]benzamide